N-(5-((4-(1-Cyclopropyl-1H-indol-3-yl)-5-(dimethylphosphono)pyrimidin-2-yl)amino)-4-methoxy-2-(9-methyl-3,9-diazaspiro[5.5]undec-3-yl)phenyl)acrylamide C1(CC1)N1C=C(C2=CC=CC=C12)C1=NC(=NC=C1P(=O)(OC)OC)NC=1C(=CC(=C(C1)NC(C=C)=O)N1CCC2(CC1)CCN(CC2)C)OC